CN(C(=O)[C@H]1N(S(CC1)(=O)=O)C1=NC(=CC(=C1)C(F)(F)F)C)C1=C(C=C(C(=C1)F)F)F (S)-N-methyl-2-(6-methyl-4-(trifluoromethyl)pyridin-2-yl)-N-(2,4,5-trifluorophenyl)isothiazolidine-3-carboxamide 1,1-dioxide